C(C)(C)(C)C1=CC=C(C=C1)N1N(CN(C1)C1=CC=CC=C1)C1=CC=C(C=C1)C(C)(C)C 1,2-bis(4-tert-butylphenyl)-4-phenyl-1,2,4-triazolidine